5-cyclobutoxy-N-((4,6-dimethyl-2-oxo-1,2-dihydropyridin-3-yl)methyl)-3-(ethyl-(tetrahydro-2H-pyran-4-yl)amino)-2-methylbenzamide C1(CCC1)OC=1C=C(C(=C(C(=O)NCC=2C(NC(=CC2C)C)=O)C1)C)N(C1CCOCC1)CC